(2'S)-1'-tert-butoxycarbonyl-2'-methyl-2-(trifluoromethyl)spiro[4,5-dihydrothieno[2,3-c]pyran-7,4'-piperidine]-3-carboxylic acid C(C)(C)(C)OC(=O)N1[C@H](CC2(CC1)OCCC1=C2SC(=C1C(=O)O)C(F)(F)F)C